r-cresol C1(=CC=CC=C1O)C